4-(((R)-1-(3-(difluoromethyl)-2-fluorophenyl)ethyl)amino)-2-methyl-6-(3-(trifluoromethyl)pyrrolidin-3-yl)-2,6-dihydropyrido[3,4-d]pyridazine-1,7-dione FC(C=1C(=C(C=CC1)[C@@H](C)NC1=NN(C(C=2C1=CN(C(C2)=O)C2(CNCC2)C(F)(F)F)=O)C)F)F